FC(OC1=CC=C(C=C1)CCC(=O)NC1=C(C(=NN1)C1=CC=NC=C1)C)F 3-(4-(Difluoromethoxy)phenyl)-N-(4-methyl-3-(pyridin-4-yl)-1H-pyrazol-5-yl)propanamide